1-[rac-(4aS,7aS)-4-(6-chloropyridazin-3-yl)-2,3,4a,5,7,7a-hexahydropyrrolo[3,4-b][1,4]oxazin-6-yl]ethanone ClC1=CC=C(N=N1)N1[C@@H]2[C@@H](OCC1)CN(C2)C(C)=O |r|